CN(CCCNC(=O)C1=NC2=CC=CC=C2N=C1NC1=CC=C(C=C1)C)C N-(3-(Dimethylamino)propyl)-3-(p-tolylamino)quinoxaline-2-carboxamide